trimethyl-N-2-hydroxypropyl-ammonium 2-ethylhexanoate C(C)C(C(=O)[O-])CCCC.C[N+](CC(C)O)(C)C